5-(4-((6-ethyl-5-oxo-4,5-dihydropyrazolo[1,5-a]pyrimidin-2-yl)methyl)piperazin-1-yl)-6-methylpicolinamide C(C)C=1C(NC=2N(C1)N=C(C2)CN2CCN(CC2)C=2C=CC(=NC2C)C(=O)N)=O